C1(=CC=CC=C1)CCC1=CC2=C(OC3=C2C=CC=C3)C=C1 2-(2-phenylethyl)dibenzofuran